FC1(CN(CC1)C(=O)C=1C(=NC=CC1C)C1=C2C(=NC=C1)C=C(S2)CN2C(C1C(C1C2=O)(C)C)=O)F 3-((7-(3-(3,3-difluoropyrrolidine-1-carbonyl)-4-methylpyridin-2-yl)thieno[3,2-b]pyridin-2-yl)methyl)-6,6-dimethyl-3-azabicyclo[3.1.0]hexane-2,4-dione